sulfodiphenylcarboxylic acid S(=O)(=O)(O)C1=C(C=CC=C1)C(=O)OC1=CC=CC=C1